CC1=NN(C(=C1)C)C=1C=CC(=NC1)N[C@@H]1C[C@H](CC1)NC=1N=NC(=CN1)C (1S,3S)-N1-(5-(3,5-Dimethyl-1H-pyrazol-1-yl)pyridin-2-yl)-N3-(6-methyl-1,2,4-triazin-3-yl)cyclopentane-1,3-diamine